FC(OC1=C(C=CC(=C1)C(F)(F)F)C=1C=2N(C(=NN1)N[C@H]1COCC1)C=CC2)F 1-[2-(difluoromethoxy)-4-(trifluoromethyl)phenyl]-N-[(3R)-oxacyclopent-3-yl]pyrrolo[1,2-d][1,2,4]triazin-4-amine